FC1(CN(C1)C1=NC(=CC(=N1)C=1OC(=NN1)C1=C(C=C(C=C1)I)N1CCC2(CC2)CC1)C)F 2-(2-(3,3-difluoroazetidin-1-yl)-6-methylpyrimidine-4-yl)-5-(4-iodo-2-(6-azaspiro[2.5]oct-6-yl)phenyl)-1,3,4-oxadiazole